3-cyclopropyl-N6-(1-ethylpropyl)-N8-(3-pyridyl)-[1,2,4]triazolo[4,3-b]pyridazine-6,8-diamine C1(CC1)C1=NN=C2N1N=C(C=C2NC=2C=NC=CC2)NC(CC)CC